(methylsulfonyl)spiro[cyclobutane-1,3'-indoline] CS(=O)(=O)N1CC2(C3=CC=CC=C13)CCC2